5-(4-(((2s,6s)-6-(hydroxymethyl)-6-methyl-1,4-dioxan-2-yl)methoxy)phenyl)-2-oxo-6-(trifluoromethyl)-1,2-dihydropyridine-3-carboxamide OC[C@]1(COC[C@H](O1)COC1=CC=C(C=C1)C=1C=C(C(NC1C(F)(F)F)=O)C(=O)N)C